N,N-dimethyl-5-(4-(1-(2-methyl-5-(piperazin-1-yl)benzamido)cyclopropyl)naphthalen-2-yl)-1H-pyrrole-2-carboxamide CN(C(=O)C=1NC(=CC1)C1=CC2=CC=CC=C2C(=C1)C1(CC1)NC(C1=C(C=CC(=C1)N1CCNCC1)C)=O)C